5-methoxy-3,6-dihydro-2H-oxazine COC1=NCCOC1